4-methylbenzenesulfonic acid dibenzyl-L-glutamate C(C1=CC=CC=C1)OC([C@@H](N)CCC(=O)OCC1=CC=CC=C1)=O.CC1=CC=C(C=C1)S(=O)(=O)O